4-(tert-butylamino)-2-((1S,3S)-3-hydroxycycloheptylamino)pyrimidine-5-carboxamide C(C)(C)(C)NC1=NC(=NC=C1C(=O)N)N[C@@H]1C[C@H](CCCC1)O